((S)-3-cyclopropyl-2-(3-phenylpropionamido)propanamido)-2-oxo-4-((S)-2-oxopyrrolidin-3-yl)butanamide C1(CC1)C[C@@H](C(=O)NC(C(C(=O)N)=O)C[C@H]1C(NCC1)=O)NC(CCC1=CC=CC=C1)=O